bis(4-(9H-[3,9'-bicarbazol]-9-yl)phenyl)methanone C1=CC(=CC=2C3=CC=CC=C3N(C12)C1=CC=C(C=C1)C(=O)C1=CC=C(C=C1)N1C2=CC=CC=C2C=2C=C(C=CC12)N1C2=CC=CC=C2C=2C=CC=CC12)N1C2=CC=CC=C2C=2C=CC=CC12